tert-butyl (2R,4S)-4-[2-(4-chloro-3-fluorophenoxy)acetamido]-2-{[(4-chlorophenyl)formohydrazido]carbonyl}pyrrolidine-1-carboxylate ClC1=C(C=C(OCC(=O)N[C@H]2C[C@@H](N(C2)C(=O)OC(C)(C)C)C(=O)NNC(=O)C2=CC=C(C=C2)Cl)C=C1)F